C[C@@H]1C[C@H](N(CC1)C([C@@H](NS(=O)(=O)C)C(C)C)=O)C(=O)N[C@H](C(C=1SC2=C(N1)C(=CC=C2)C(F)(F)F)=O)C[C@H]2C(NCC2)=O (2S,4S)-4-methyl-1-[N-(methylsulfonyl)-L-valyl]-N-{(2S)-1-oxo-3-[(3S)-2-oxopyrrolidin-3-yl]-1-[4-(trifluoromethyl)-1,3-benzothiazol-2-yl]propan-2-yl}piperidine-2-carboxamide